ClC1=C(C=CC=C1)N1CCN(C2=CC=CC=C12)C(CN1CCN(CC1)C)=O 1-(4-(2-Chlorophenyl)-3,4-dihydroquinoxalin-1(2H)-yl)-2-(4-methylpiperazin-1-yl)ethan-1-one